Cl.C1(CC1)C=1C=CC(=C2CCNCC12)C1=CC=C(C=C1)C(F)(F)F 8-cyclopropyl-5-(4-(trifluoromethyl)phenyl)-1,2,3,4-tetrahydroisoquinoline hydrochloride